Cl[Rh](C1(C(=C(C(=C1C)C)C)C)C)Cl dichloropentamethylcyclopentadienyl-rhodium